C1C(CC2=CC=CC=C12)NC1=NC=C(C=N1)N1CCN(CC1)C(CCN1CC2=C(CC1)NN=N2)=O 1-(4-{2-[(2,3-dihydro-1H-inden-2-yl)amino]pyrimidin-5-yl}piperazin-1-yl)-3-{1H,4H,5H,6H,7H-[1,2,3]triazolo[4,5-c]pyridin-5-yl}propan-1-one